BrC1=CC2=C(C3=C(C(N(C(CO3)(C(=O)NCC3=C(C=CC=C3)OC)C)CC(=O)N(C)C)=O)O2)N=C1 8-bromo-4-(2-(dimethylamino)-2-oxoethyl)-N-(2-methoxybenzyl)-3-methyl-5-oxo-2,3,4,5-tetrahydropyrido[2',3':4,5]furo[2,3-f][1,4]oxazepine-3-carboxamide